spirobi[fluoren] C12(C=CC=C3C4=CC=CC=C4C=C13)C=CC=C1C3=CC=CC=C3C=C12